NC1=C(C(=NN1C1=CC=CC=C1)C)C1(C(NC2=C(C=CC=C12)C)=O)C=1C(=NN(C1O)C1=CC=CC=C1)C(F)(F)F 3-(5-amino-3-methyl-1-phenyl-1H-pyrazol-4-yl)-3-(5-hydroxy-1-phenyl-3-(trifluoromethyl)-1H-pyrazol-4-yl)-7-methylindolin-2-one